(2-(azetidin-1-yl)-4-(difluoromethyl)-pyrimidin-5-yl)-methanol N1(CCC1)C1=NC=C(C(=N1)C(F)F)CO